OC1=C(C=C(C=C1C(C)(C)CC)C(C)(C)CC)C(C)C1=C(C(=CC(=C1)C(C)(C)CC)C(C)(C)CC)OC(C=C)=O 2-[1-(2-hydroxy-3,5-di-tert-pentylphenyl) ethyl]-4,6-di-tert-amylphenylacrylate